3-(2-methoxyethoxy)-N-methyl-4-{[3-(4-{[(1R,4R)-4-{2-oxa-6-azaspiro[3.3]heptan-6-yl}cyclohexyl]amino}-1-(2,2,2-trifluoroethyl)-1H-indol-2-yl)prop-2-yn-1-yl]amino}benzamide COCCOC=1C=C(C(=O)NC)C=CC1NCC#CC=1N(C2=CC=CC(=C2C1)NC1CCC(CC1)N1CC2(COC2)C1)CC(F)(F)F